OC(C(=O)OC)COC Methyl 2-hydroxy-3-methoxypropanoate